2-chloro-N-(1-(2,3-dihydrobenzo[b][1,4]dioxin-6-yl)-1H-imidazol-4-yl)pyrrolo[2,1-f][1,2,4]triazin-4-amine ClC1=NN2C(C(=N1)NC=1N=CN(C1)C1=CC3=C(OCCO3)C=C1)=CC=C2